S-(2-(2-(2-(4-((tert-butoxycarbonyl)amino)phenoxy)ethoxy)ethoxy)ethyl) ethanethioate C(C)(SCCOCCOCCOC1=CC=C(C=C1)NC(=O)OC(C)(C)C)=O